(3R,10S)-3-((1H-pyrazol-1-yl)methyl)-7-((2S,5R)-4-acryloyl-2,5-dimethylpiperazin-1-yl)-9-chloro-10-(2-fluoro-6-hydroxyphenyl)-2H-[1,4]oxazino[2,3,4-ij]quinazolin-5(3H)-one N1(N=CC=C1)C[C@@H]1COC=2C(=C(C=C3C(=NC(N1C23)=O)N2[C@H](CN([C@@H](C2)C)C(C=C)=O)C)Cl)C2=C(C=CC=C2O)F